COC(=O)C1=NN(C2=C1N(C=1C2=NC=C(C1)Br)C(C1CCOCC1)C1=C(C=NC=C1)F)C 6-bromo-4-((3-fluoropyridin-4-yl)(tetrahydro-2H-pyran-4-yl)methyl)-1-methyl-1,4-dihydropyrazolo[3',4':4,5]Pyrrolo[3,2-b]Pyridine-3-carboxylic acid methyl ester